1-cyclopropyl-6,7-difluoro-1,4-dihydroquinolin-4-one hydrochloride Cl.C1(CC1)N1C=CC(C2=CC(=C(C=C12)F)F)=O